BrC=1C=2C(C3=C(NC2N=CC1I)CC(CC3=O)(C)C)(C3=C(C=CC=C3)C)C 4-bromo-3-iodo-5,8,8-trimethyl-5-(o-tolyl)-5,8,9,10-tetrahydrobenzo[b][1,8]naphthyridin-6(7H)-one